CC=1C=C(C=NC1C)C=1C=C(C=CC1)C(C(=O)N1CC2=C(N=C(NC2=O)C2(CC2)C2=CC=CC=C2)CC1)O 6-(2-(3-(5,6-dimethylpyridin-3-yl)phenyl)-2-hydroxyacetyl)-2-(1-phenylcyclopropyl)-5,6,7,8-tetrahydropyrido[4,3-d]pyrimidin-4(3H)-one